(R)-N-((R)-1-(2-(benzofuran-7-yl)-3,6-dimethyl-4-oxo-3,4-dihydroquinazolin-8-yl)ethyl)-2-methylpropane-2-sulfinamide O1C=CC2=C1C(=CC=C2)C2=NC1=C(C=C(C=C1C(N2C)=O)C)[C@@H](C)N[S@](=O)C(C)(C)C